C(C)C(CC)C(CC)CC 3,4-diethylhexane